[Cl-].C[N+](CCC[SiH](OC)OC)(CCCCCCCCCCCCCCCCCCCCCC)CCCCCCCCCCCCCCCCCCCCCC methyl-bisdocosyl-[3-(dimethoxysilyl)propyl]ammonium chloride